(R)-3-(bis(4-methoxyphenyl)(phenyl)methoxy)-2-((2-isobutyrylamino-6-oxo-1,6-dihydro-9H-purin-9-yl)methyl)propyl(2-cyanoethyl)diisopropylphosphoramidite COC1=CC=C(C=C1)C(OC[C@H](COP([O-])N(C(C)(C)CCC#N)C(C)C)CN1C=2N=C(NC(C2N=C1)=O)NC(C(C)C)=O)(C1=CC=CC=C1)C1=CC=C(C=C1)OC